C(CCCCCCCCCCC)(=O)O.C(CCCCCCCCCCC)(=O)O.CC(C)=C.CC(C)=C diisobutylene dilaurate